CC=1C=NC2=CC=CC=C2C1NC=1C=C(C(=O)NC2=CC=C(C=C2)NC2=CC=NC=C2)C=CC1 3-((3-methylquinolin-4-yl)amino)-N-(4-(pyridin-4-ylamino)phenyl)benzamide